ClC1=C(C=CC(=C1)CNCCC(=O)NCCCNC1=C2C=NNC2=CC(=C1)C=1C=NC=CC1)C1=CC=CC=C1 3-(((2-chloro-[1,1'-biphenyl]-4-yl)methyl)amino)-N-(3-((6-(pyridin-3-yl)-1H-indazol-4-yl)amino)propyl)propanamide